C(C1=CC=CC=C1)N1N=CC(=C1)C=1C(=CC(N(C1)C)=O)N1CCCC1 5-(1-Benzyl-1H-pyrazol-4-yl)-1-methyl-4-pyrrolidin-1-yl-1H-pyridin-2-one